1-ethyl-3,3-Dimethyl-6-(methylthio)-5-phenyl-3,5-dihydroimidazo[4,5-c][1,2]thiazin-4(1H)-one 2,2-dioxide C(C)N1S(C(C(C2=C1N=C(N2C2=CC=CC=C2)SC)=O)(C)C)(=O)=O